CC(CCN(CCC(C)C)CC1CC2=CC(=C(C(=C2C1)F)N1CC(NS1(=O)=O)=O)O)C 5-(2-{[bis(3-methylbutyl)amino]methyl}-4-fluoro-6-hydroxy-2,3-dihydro-1H-inden-5-yl)-1λ6,2,5-thiadiazolidine-1,1,3-trione